N-(3-(Cyclopropanesulfonamido)-4-hydroxyphenyl)-3-(3-(4,4-difluoropiperidin-1-yl)propoxy)-4'-(trifluoromethyl)-[1,1'-biphenyl]-4-carboxamide hydrochloride Cl.C1(CC1)S(=O)(=O)NC=1C=C(C=CC1O)NC(=O)C1=C(C=C(C=C1)C1=CC=C(C=C1)C(F)(F)F)OCCCN1CCC(CC1)(F)F